C=C1C(C(=CC(=C1)C(C)(C)C)C(C)(C)C)OP(O)(O)=O 2-methylene-(4,6-di-tert-butylphenyl-phosphoric acid)